2-(thien-2-ylthio)benzofuran S1C(=CC=C1)SC=1OC2=C(C1)C=CC=C2